FC1=C(C(=CC=C1)OC)N1N=C2C(=CC1=O)NN=C2C2=CC=C(C=C2)N2C[C@H]1COCCN1CC2 (S)-5-(2-fluoro-6-methoxyphenyl)-3-(4-(hexahydropyrazino[2,1-c][1,4]oxazin-8(1H)-yl)phenyl)-1H-pyrazolo[4,3-c]pyridazin-6(5H)-one